2-{[(2-amino-6-{[(1,3-oxazol-2-yl)amino]methyl}phenyl)carbamothioyl]amino}-2-(4-chloro-3-fluorophenyl)propyl 2,2-dimethylpropanoate CC(C(=O)OCC(C)(C1=CC(=C(C=C1)Cl)F)NC(NC1=C(C=CC=C1CNC=1OC=CN1)N)=S)(C)C